C(=O)(OC(C)(C)C)N1C[C@H](CCC1)C(=O)O (3S)-1-Bocpiperidine-3-carboxylic acid